3-phenyl-2,3-dihydrobenzofuran-5,7-dicarboxamide C1(=CC=CC=C1)C1COC2=C1C=C(C=C2C(=O)N)C(=O)N